3-(1-bENZYL-1H-pyrazol-4-yl)-7,8-dimethoxy-2-(trifluoromethyl)-4H-chromen-4-one C(C1=CC=CC=C1)N1N=CC(=C1)C1=C(OC2=C(C(=CC=C2C1=O)OC)OC)C(F)(F)F